5-[2-Benzyloxy-6-fluoro-4-(pyrimidin-2-ylamino)phenyl]-1,1-dioxo-1,2,5-thiadiazolidin-3-one C(C1=CC=CC=C1)OC1=C(C(=CC(=C1)NC1=NC=CC=N1)F)N1CC(NS1(=O)=O)=O